Tri(n-butyl)ammonium tetrakis(2,3,4,6-tetrafluorophenyl)borate FC1=C(C(=CC(=C1F)F)F)[B-](C1=C(C(=C(C=C1F)F)F)F)(C1=C(C(=C(C=C1F)F)F)F)C1=C(C(=C(C=C1F)F)F)F.C(CCC)[NH+](CCCC)CCCC